5-chloro-2-(cyclopropylmethoxy)aniline 4-(6-((2-fluoro-4-nicotinylbenzyl)oxy)pyridin-2-yl)piperidine-1-carboxylate FC1=C(COC2=CC=CC(=N2)C2CCN(CC2)C(=O)O)C=CC(=C1)CC1=CN=CC=C1.ClC=1C=CC(=C(N)C1)OCC1CC1